(5-(4,6-Dimethylpyrimidin-2-yl)-hexahydro-pyrrolo[3,4-c]pyrrol-2(1H)-yl)(4-methoxy-2-(2H-1,2,3-triazol-2-yl)phenyl)methanon CC1=NC(=NC(=C1)C)N1CC2C(C1)CN(C2)C(=O)C2=C(C=C(C=C2)OC)N2N=CC=N2